C(C)N(C1=CC2=C(C=C(C(O2)=O)C(=O)N2CCN(CC2)C2=CC=C(C=O)C=C2)C=C1)CC 4-(4-(7-(diethylamino)-2-oxo-2H-benzopyran-3-carbonyl)piperazine-1-yl)benzaldehyde